3-(dodecylthio)hexyl acetate C(C)(=O)OCCC(CCC)SCCCCCCCCCCCC